COC=1C(=C2C=CNC2=C(C1)C)CN1C(CC2(CC3(CC3)C2)CC1)C1=CC=C(C(=O)O)C=C1 4-(8-((5-methoxy-7-methyl-1H-indol-4-yl)methyl)-8-azadispiro[2.1.55.13]undecan-7-yl)benzoic acid